FC(C=1C(=NC=2C(=C(N=NC2Cl)Cl)N1)C(F)(F)F)(F)F 2,3-bistrifluoromethyl-5,8-dichloropyrazino[2,3-D]pyridazine